C(O[C@@]1(C(OCC=2C(N3CC=4C(=NC=5C=CC(=CC5C4)OC)C3=CC21)=O)=O)CC)(OC2=CC=C(C=C2)[N+](=O)[O-])=O (S)-4-Ethyl-9-methoxy-3,14-dioxo-3,4,12,14-tetrahydro-1H-pyrano[3',4':6,7]indolizino-[1,2-b]quinolin-4-yl (4-nitrophenyl) Carbonate